C1(=CC=CC=C1)[B-](C1=CC=CC=C1)(C1=CC=CC=C1)C1=CC=CC=C1.C(C)[NH+](CC)CC Triethylammonium tetrakis(phenyl)borate